N1(CCNCC1)C1=CC=C(C2=C1N=CN=N2)C(=O)N 5-(piperazin-1-yl)-1,2,4-benzotriazine-8-carboxamide